C(C1=CC=CC=C1)NC(C([C@H](C[C@H]1C(NCC1)=O)NC(=O)[C@H]1NC[C@@H](C1)C1CC1)O)=O (3S)-N-benzyl-3-{[(2S,4S)-4-cyclopropylpyrrolidin-2-yl]formamido}-2-hydroxy-4-[(3S)-2-oxopyrrolidin-3-yl]butanamide